tert-butyl (R)-4-(4-(2,6-bis(benzyloxy)pyridin-3-yl)-3,5-difluorophenyl)-3-(methoxymethyl)piperazine-1-carboxylate C(C1=CC=CC=C1)OC1=NC(=CC=C1C1=C(C=C(C=C1F)N1[C@H](CN(CC1)C(=O)OC(C)(C)C)COC)F)OCC1=CC=CC=C1